1-(4-(difluoromethoxy)phenyl)-3-(2-methyl-1,2,3,4-tetrahydrobenzo[4,5]imidazo[1,2-a]pyrazin-7-yl)-7-cyclopropyl-2(1H)-quinoxalinone FC(OC1=CC=C(C=C1)N1C(C(=NC2=CC=C(C=C12)C1CC1)C1=CC2=C(N=C3N2CCN(C3)C)C=C1)=O)F